[6-(5-cyclopropyl-4H-1,2,4-triazol-3-yl)-2-azaspiro[3.3]heptan-2-yl]-[3-[5-[[1-(trifluoromethyl)cyclopropyl]methylamino]-2-pyridyl]azetidin-1-yl]methanone C1(CC1)C=1NC(=NN1)C1CC2(CN(C2)C(=O)N2CC(C2)C2=NC=C(C=C2)NCC2(CC2)C(F)(F)F)C1